2-[3-[2-[(1-tert-butoxycarbonyl-4-piperidyl)oxy]ethoxy]isoxazol-5-yl]-3-methyl-butanoic acid C(C)(C)(C)OC(=O)N1CCC(CC1)OCCOC1=NOC(=C1)C(C(=O)O)C(C)C